benzyl(1-hydroxy-5-(methylamino)-5-oxopentan-2-yl)carbamate C(C1=CC=CC=C1)OC(NC(CO)CCC(=O)NC)=O